methyl 2-(1-(cyclopropylmethyl)-5-fluoro-6-(prop-1-en-2-yl)-1H-indol-2-yl)-7-methoxy-1-methyl-1H-benzo[d]imidazole-5-carboxylate C1(CC1)CN1C(=CC2=CC(=C(C=C12)C(=C)C)F)C1=NC2=C(N1C)C(=CC(=C2)C(=O)OC)OC